(2-chloro-4-fluoro-phenyl)-[(1S,5R)-8-[5-(3,3-difluoropyrrolidin-1-yl)sulfonyl-1H-indazol-7-yl]-3,8-diazabicyclo[3.2.1]octan-3-yl]methanone ClC1=C(C=CC(=C1)F)C(=O)N1C[C@@H]2CC[C@H](C1)N2C=2C=C(C=C1C=NNC21)S(=O)(=O)N2CC(CC2)(F)F